CN(C)CC1=C(C=C(C=C1)N1C(=CC2=C1N=C(N=C2)N[C@H]2[C@@H](COCC2)O)C(=O)N(C)C)C(F)(F)F 7-(4-((dimethylamino)methyl)-3-(trifluoromethyl)phenyl)-2-(((3S,4R)-3-hydroxytetrahydro-2H-pyran-4-yl)amino)-N,N-dimethyl-7H-pyrrolo[2,3-d]pyrimidine-6-carboxamide